C(CCCCCCCCCCCCC)P(O)=O mono(tetradecyl)phosphinic acid